N-[6-chloro-5-(methoxymethyl)-4-methylpyridazin-3-yl]-1,3-benzothiazol-2-amine ClC1=C(C(=C(N=N1)NC=1SC2=C(N1)C=CC=C2)C)COC